ClC1=C(C=C(C=C1)C1=CC(=NC=N1)C(=O)O)OC 6-(4-chloro-3-methoxyphenyl)pyrimidine-4-carboxylic acid